5-[(Z)-(6-bromo-3-oxo-isobenzofuran-1-ylidene)methyl]-2-fluoro-benzonitrile BrC1=CC=C2C(O\C(\C2=C1)=C/C=1C=CC(=C(C#N)C1)F)=O